Bis(diphenyl-phosphino)-ferrocene C1(=CC=CC=C1)P(C1=CC=CC=C1)[C-]1C=CC=C1.[C-]1(C=CC=C1)P(C1=CC=CC=C1)C1=CC=CC=C1.[Fe+2]